rac-(1s,2s)-1-(trifluoromethyl)-2-vinylcyclopropane-1-carboxylic acid FC([C@@]1([C@@H](C1)C=C)C(=O)O)(F)F |r|